9,9'-(3,5-di(9H-carbazol-9-yl)-4-(o-tolyl)pyridine-2,6-diyl)bis(4,5-diphenyl-9H-carbazole) C1=CC=CC=2C3=CC=CC=C3N(C12)C=1C(=NC(=C(C1C1=C(C=CC=C1)C)N1C2=CC=CC=C2C=2C=CC=CC12)N1C2=CC=CC(=C2C=2C(=CC=CC12)C1=CC=CC=C1)C1=CC=CC=C1)N1C2=CC=CC(=C2C=2C(=CC=CC12)C1=CC=CC=C1)C1=CC=CC=C1